C(C)(C)(C)OC(=O)N[C@@H](CCCCN(CCCC=O)C(=O)OC(C)(C)C)C(=O)OC(C)(C)C tert-butyl N2,N6-bis(tert-butoxycarbonyl)-N6-(4-oxobutyl)-L-lysinate